methyl 5-{[(1R)-1-(5-fluoro-2-hydroxyphenyl)ethyl]amino}pyrazolo[1,5-a]pyrimidine-3-carboxylate FC=1C=CC(=C(C1)[C@@H](C)NC1=NC=2N(C=C1)N=CC2C(=O)OC)O